(E)-3-(2,5-difluorophenyl)-N'-((E)-3-(2,5-difluorophenyl)acryloyl)acrylohydrazide FC1=C(C=C(C=C1)F)/C=C/C(=O)NNC(\C=C\C1=C(C=CC(=C1)F)F)=O